N-(1-phenyl-3-(4,4,5,5-tetramethyl-1,3,2-dioxaborolan-2-yl)propyl)pivaloamide C1(=CC=CC=C1)C(CCB1OC(C(O1)(C)C)(C)C)NC(C(C)(C)C)=O